CC1=C(C(=C(C(=C1)C)CN=C=O)C)CN=C=O 1,3,5-trimethyl-2,4-bis-(isocyanatomethyl)benzene